N(=[N+]=[N-])CCCBr 3-azido-1-bromo-propane